(5aR,6R,9aS)-4-(2-fluorophenyl)-6,9a-dimethyl-7-oxo-2-(quinolin-4-yl)-5a,6,7,9a-tetrahydro-5H-indeno[1,2-d]pyrimidine-8-carbonitrile FC1=C(C=CC=C1)C=1C2=C(N=C(N1)C1=CC=NC3=CC=CC=C13)[C@@]1(C=C(C([C@@H]([C@H]1C2)C)=O)C#N)C